CN1CC(C1)OC1=CC(=NC=C1)C=1N=C(SC1)NC1=NC=CC(=C1)C 4-(4-(1-methylazetidin-3-yloxy)pyridin-2-yl)-N-(4-methylpyridin-2-yl)thiazol-2-amine